choline proline salt N1[C@@H](CCC1)C(=O)[O-].OCC[N+](C)(C)C